C(=O)(C=C)NC(CCO)O acryl-1,3-dihydroxypropylamine